ClC1=CC=CC2=C1NC(=N2)C(=O)N2[C@@H](C=1C=CC=NC1[C@@H](C2)OC)C |r| rac-(7-Chloro-1H-benzo[d]imidazol-2-yl)((cis)-8-methoxy-5-methyl-7,8-dihydro-1,6-naphthyridin-6(5H)-yl)methanone